R-Cystein N[C@@H](CS)C(=O)O